NC=1NC(=C(N1)C#N)C#N 2-amino-4,5-imidazole-dinitrile